ClC=1C(=NC=C(C1)C(F)(F)F)CN1N=C2N(CCCC2)C1=O (5RS)-2-{[3-Chloro-5-(trifluoromethyl)pyridin-2-yl]methyl}-3-oxo-2,3,5,6,7,8-hexahydro[1,2,4]triazolo[4,3-a]pyridin